2,4,5-trimethyl-3-oxazoline CC1OC(C(=N1)C)C